FC1(CCC(CC1)CN1N=CC(=C1)C=1C(=NC(=CC1)C)C1NC(C2=CC=CC=C12)=O)F 3-{[1-[(4,4-difluorocyclohexyl)methyl]-1H-pyrazol-4-yl]-6-methylpyridin-2-yl}-2,3-dihydro-1H-isoindol-1-on